CC(C#C\C=C/CN(C)CC1=CC=CC2=CC=CC=C12)(C)C Z-N-(6,6-dimethylhept-2-en-4-ynyl)-N-methyl-1-naphthylmethylamine